6,6'-{1,5,9-triazacyclododecane-1,5-diylbis[methylene(2-hydroxy-5-methyl-3,1-phenylene)methyleneazanediyl]}di(hexane-1,2,3,4,5-pentol) N1(CCCN(CCCNCCC1)CC=1C(=C(C=C(C1)C)CNCC(C(C(C(CO)O)O)O)O)O)CC=1C(=C(C=C(C1)C)CNCC(C(C(C(CO)O)O)O)O)O